COC(\C(=C\OC)\C1=C(C=CC=C1)OC1=NC=NC(=C1)Cl)=O (E)-2-[2-(6-chloropyrimidin-4-yloxy)phenyl]-3-methoxyacrylic acid methyl ester